tert-butyl (4R)-4-(but-2-yn-1-yl)-2,2-dimethyl-1,3-oxazolidine-3-carboxylate C(C#CC)[C@H]1N(C(OC1)(C)C)C(=O)OC(C)(C)C